potassium chromium [Cr].[K]